C1(CC1)CN(C(OC(C)(C)C)=O)[C@H]1CN(CCC1)C=1C=NC(=CC1)C1(CC(C1)(F)F)N1N=NC(=C1)C=1C=NC=C(C1)C1CC1 tert-butyl (R)-(cyclopropylmethyl)(1-(6-(1-(4-(5-cyclopropylpyridin-3-yl)-1H-1,2,3-triazol-1-yl)-3,3-difluorocyclobutyl)pyridin-3-yl)piperidin-3-yl)carbamate